2,3,4,6-tetrakis(2,6-diphenylpyridin-4-yl)-5-(4,6-diphenylpyrimidin-2-yl)benzonitrile C1(=CC=CC=C1)C1=NC(=CC(=C1)C1=C(C#N)C(=C(C(=C1C1=CC(=NC(=C1)C1=CC=CC=C1)C1=CC=CC=C1)C1=CC(=NC(=C1)C1=CC=CC=C1)C1=CC=CC=C1)C1=NC(=CC(=N1)C1=CC=CC=C1)C1=CC=CC=C1)C1=CC(=NC(=C1)C1=CC=CC=C1)C1=CC=CC=C1)C1=CC=CC=C1